N-(2,3-difluoro-4-((3-(2-(((3S,5S)-5-fluoro-3-piperidyl)amino)pyrimidin-4-yl)-2-pyridyl)oxy)-5-methyl-phenyl)-1-phenyl-methanesulfonamide FC1=C(C=C(C(=C1F)OC1=NC=CC=C1C1=NC(=NC=C1)N[C@@H]1CNC[C@H](C1)F)C)NS(=O)(=O)CC1=CC=CC=C1